2-(4-nitro-2-(pyridin-3-yloxy)-1H-imidazol-1-yl)acetamide [N+](=O)([O-])C=1N=C(N(C1)CC(=O)N)OC=1C=NC=CC1